(S)-N-(2-((R)-2,6-dioxopiperidin-3-yl)-1-oxoisoindolin-5-yl)-2-(methoxymethyl)indoline-1-carboxamide O=C1NC(CC[C@H]1N1C(C2=CC=C(C=C2C1)NC(=O)N1[C@@H](CC2=CC=CC=C12)COC)=O)=O